COC1=CC(=C(C=C1OC)NC(=O)C=1OC2=CC=CC=C2C(C1)=O)C(NC1=CC=C(C=C1)CCN(CC=1C=NC=C(C1)C1=CC=CC=C1)CC=1C=C2C=NN(C2=CC1)C)=O N-(4,5-Dimethoxy-2-((4-(2-(((1-Methyl-1H-indazol-5-yl)methyl)((5-phenylpyridin-3-yl)methyl)amino)ethyl)phenyl)carbamoyl)phenyl)-4-oxo-4H-chromene-2-carboxamide